C(C1=CC=CC=C1)N1CC(=C(C=2C(CC3=C(C12)C=C(C(=C3)OCCCOC)OC)C(C)C)O)C3=NC=NN3 1-Benzyl-4-hydroxy-5-isopropyl-9-methoxy-8-(3-methoxypropoxy)-3-(1H-1,2,4-triazol-5-yl)-5,6-dihydrobenzo[h]quinolin